CC1=CC=CC(=N1)C1=NNC=C1C1=NC2=CC(=CN=C2C=C1)C=1C(=NN(C1C)C)C 2-[3-(6-methyl-2-pyridyl)-1H-pyrazol-4-yl]-7-(1,3,5-trimethylpyrazol-4-yl)-1,5-naphthyridine